1-hydroxy-3-(3,4-dihydroxyphenyl)-9H-xanthen-9-one OC1=CC(=CC=2OC3=CC=CC=C3C(C12)=O)C1=CC(=C(C=C1)O)O